ClC=1C=C(C=CC1Cl)N1CC(C=2C1=NC=C(N2)C(=O)N2C(CN(CC2)C2=CC=C(C=N2)CC(=O)OC)(C)C)(C)C methyl 2-(6-(4-(5-(3,4-dichlorophenyl)-7,7-dimethyl-6,7-dihydro-5H-pyrrolo[2,3-b]pyrazine-2-carbonyl)-3,3-dimethylpiperazin-1-yl)pyridin-3-yl)acetate